[Si].C1(=CC=CC=C1)[C@@H](C)NC1CCCC=2C3=CC(=CC=C3NC12)C=1C=C2CC(NC2=CC1)=O 5-(1-(((R)-1-phenylethyl)amino)-2,3,4,9-tetrahydro-1H-carbazol-6-yl)indolin-2-one Silicon